C(C=C)[C@@]1(CNCC[C@H]1OC)F cis-3-allyl-3-fluoro-4-methoxypiperidine